diethyl 1H-pyrazole-3,5-dicarboxylate N1N=C(C=C1C(=O)OCC)C(=O)OCC